BrC=1C2=C(N=CN1)NC=N2 7-bromo-3H-imidazo[5,4-d]pyrimidine